ClC=1C=C(C=CC1)S(=O)(=O)/C=C/C1=NC=CC=C1F (E)-2-(2-(3-chlorophenylsulfonyl)vinyl)-3-fluoropyridine